OC1=C(C=CC(=C1)C=CC)OC hydroxy-anethole